CC=1C(C(=C(C(C1C)=O)C)C=CCCCCCCC)=O 2,3,5-trimethyl-6-(non-1-en-1-yl)cyclohexa-2,5-diene-1,4-dione